Nitrogen Ethane CC.[N]